ClC=1C(=NC=CC1C1=NN(C2=NC(=C(N=C21)CO)N2CCN(CC2)C2=CC=C(C=C2)F)C2OCCCC2)F 4-[3-(3-chloro-2-fluoropyridin-4-yl)-5-(hydroxymethyl)-1-(oxane-2-yl)-1H-pyrazolo[3,4-b]pyrazin-6-yl]-N-(4-fluorophenyl)piperazine